FC=1C=C2C(=NNC2=CC1OCCOC)C1=CC(=NO1)C1=CC=C(C=C1)N1CCS(CC1)=O 4-(4-{5-[5-fluoro-6-(2-methoxyethoxy)-1H-indazol-3-yl]-1,2-oxazol-3-yl}phenyl)-1lambda4-thiomorpholin-1-one